2-chloro-N1-(1-ethyl-1H-tetrazol-5-yl)-N3-methoxy-N3-methyl-4-(methylsulfonyl)isophthalamide tert-butyl-2-[2-(2-piperazin-1-ylethoxy)ethoxy]acetate C(C)(C)(C)OC(COCCOCCN1CCNCC1)=O.ClC1=C(C(=O)NC2=NN=NN2CC)C=CC(=C1C(=O)N(C)OC)S(=O)(=O)C